O[C@@H]1CC(CCC1(C)C)C1=NN(C=C1CN(CCN(C(OC(C)(C)C)=O)C)C)C1OCCCC1 tert-butyl N-{2-[({3-[(3R)-3-hydroxy-4,4-dimethylcyclohexyl]-1-(oxacyclohex-2-yl)-1H-pyrazol-4-yl} methyl) (methyl) amino] ethyl}-N-methylcarbamate